N,N-dimethyl-aminoethylene glycol methyl ether COC(CO)N(C)C